di(4-(dimethyl-ethoxysilyl)phenyl)dimethylsilane C[Si](C1=CC=C(C=C1)[Si](C)(C)C1=CC=C(C=C1)[Si](C)(C)OCC)(OCC)C